4-((3-(7-(((3S,4R)-3-fluoro-1-methylpiperidin-4-yl)amino)-3-(3,3,3-trifluoroprop-1-en-2-yl)pyrazolo[1,5-a]pyridin-2-yl)prop-2-yn-1-yl)amino)-3-methoxy-N-methylbenzamide F[C@H]1CN(CC[C@H]1NC1=CC=CC=2N1N=C(C2C(=C)C(F)(F)F)C#CCNC2=C(C=C(C(=O)NC)C=C2)OC)C